ClC=1C(=C(C=C(C1)C(F)(F)F)C=1C(=CC=C2C(=C(C=NC12)C(=O)NN1CCOC2=C1C=CC=C2)N2CCOCC2)F)F 8-[3-chloro-2-fluoro-5-(trifluoromethyl)phenyl]-N-(2,3-dihydro-1,4-benzoxazin-4-yl)-7-fluoro-4-morpholino-quinoline-3-carboxamide